ClC=1C=C(C=CC1F)C(CO)(C)NC1=NC2=C(N1)C=CC=C2CN2C(OC=C2)=N (+)-2-(3-chloro-4-fluorophenyl)-2-({4-[(2-imino-2,3-dihydro-1,3-oxazol-3-yl)methyl]-1H-1,3-benzodiazol-2-yl}amino)propan-1-ol